N1(CCCC1)[P+](ON1N=NC=2C1=NC=CC2)(N2CCCC2)N2CCCC2 tripyrrolidin-1-yl(triazolo[4,5-b]pyridin-3-yloxy)phosphanium